(2RS,5RS)-6-ethyl-2,10,10-trimethyl-1-oxaspiro[4.5]deca-3,6-diene C(C)C=1[C@@]2(C=C[C@H](O2)C)C(CCC1)(C)C |r|